N-[(1S)-1-[[2-chloro-5-(1-isopropyl-6-oxo-3-pyridyl)phenyl]methyl]-2-[4-(3,5-dimethylimidazol-4-yl)anilino]-2-oxo-ethyl]-2-methyl-pyrazole-3-carboxamide ClC1=C(C=C(C=C1)C1=CN(C(C=C1)=O)C(C)C)C[C@@H](C(=O)NC1=CC=C(C=C1)C=1N(C=NC1C)C)NC(=O)C=1N(N=CC1)C